6-[(4-chloro-1H-indol-6-yl)amino]-4-[(2-methyl-1,3-benzothiazol-5-yl)amino]pyridine-2-carbonitrile ClC1=C2C=CNC2=CC(=C1)NC1=CC(=CC(=N1)C#N)NC=1C=CC2=C(N=C(S2)C)C1